C1(CC1)N1CC2=C(CC1)SC(=C2)C=2C(=CC1=C([N+](=C(N=[N+]1[O-])NCCC(=O)OC(C)C)[O-])C2)C 6-(5-cyclopropyl-4,5,6,7-tetrahydrothieno[3,2-c]pyridine-2-yl)-3-((3-isopropoxy-3-oxopropyl)amino)-7-methylbenzo[e][1,2,4]triazine-1,4-Dioxide